[N+](=O)([O-])C1=C(N)C=CC=C1N1CC2(COC2)C1 2-nitro-3-(2-oxa-6-azaspiro[3.3]heptan-6-yl)aniline